CC([C@@H](CC1=CC=CC=C1)N)C (2R)-3-methyl-1-phenylbutan-2-amine